FC(C(=O)[O-])(OC(OC(F)(F)F)(F)F)F.[NH4+] ammonium perfluoro-3,5-dioxahexanoate